BrC1=C(OCCSCC=2NC(NC2)=O)C(=CC=C1)Br 4-[(2,6-dibromophenoxyethylsulfanyl)methyl]1,3-dihydroimidazol-2-one